N-(6-chloro-3-(2-chloro-5-fluorophenyl)-2-(4-methoxybenzyl)-1-oxo-2,3-dihydro-1H-pyrrolo[3,4-f]isoquinolin-4-yl)-3-fluoro-5-(trifluoromethyl)benzamide ClC1=NC=CC2=C3C(=C(C=C12)NC(C1=CC(=CC(=C1)C(F)(F)F)F)=O)C(N(C3=O)CC3=CC=C(C=C3)OC)C3=C(C=CC(=C3)F)Cl